6-(3-(5-(1-isobutylpiperidin-4-yl)-4-methylpyridin-2-yl)-4-isopropyl-1H-pyrazol-5-yl)-8-methoxy-[1,2,4]triazolo[1,5-a]pyridine C(C(C)C)N1CCC(CC1)C=1C(=CC(=NC1)C1=NNC(=C1C(C)C)C=1C=C(C=2N(C1)N=CN2)OC)C